(3S)-1-[6-[[5-(Trifluoromethyl)pyrimidin-2-yl]methyl]-2-azaspiro[3.3]heptane-2-carbonyl]pyrrolidine-3-carboxamide FC(C=1C=NC(=NC1)CC1CC2(CN(C2)C(=O)N2C[C@H](CC2)C(=O)N)C1)(F)F